NC1=NC=CC=C1C1=NC(=NC(=N1)C1=NC(=CC=C1)C(F)(F)F)NC1=CC(=NC=C1)C(F)(F)F 4-(2-aminopyridin-3-yl)-6-(6-(trifluoromethyl)pyridin-2-yl)-N-(2-(trifluoromethyl)pyridin-4-yl)-1,3,5-triazin-2-amine